[Ge]([GeH2][GeH2][GeH3])(=O)[O-] tetragermanate